methyl (S)-2-amino-3-(8-bromo-1,6-naphthyridin-5-yl)propanoate trihydrochloride Cl.Cl.Cl.N[C@H](C(=O)OC)CC1=C2C=CC=NC2=C(C=N1)Br